C(C)(C)(C)OC(=O)N1CCC=2C=C(C(=NC2C1)OCC1=C(C=C(C=C1)Cl)F)N1C=NC=C1 ((4-chloro-2-fluorobenzyl)oxy)-3-(1H-imidazol-1-yl)-5,8-dihydro-1,7-naphthyridine-7(6H)-carboxylic acid tert-butyl ester